(R)-2-((1-(2-cyano-3-(((3,3-difluoro-cyclobutyl)methyl)amino)-7-methyl-quinoxalin-5-yl)ethyl)amino)benzoic acid C(#N)C1=NC2=CC(=CC(=C2N=C1NCC1CC(C1)(F)F)[C@@H](C)NC1=C(C(=O)O)C=CC=C1)C